ethyl (2S)-2-[[(2S)-2-(tert-butoxycarbonylamino)-4-(3-methyl-6-nitro-imidazo[4,5-b]pyridin-2-yl)butanoyl]amino]-4-methyl-pentanoate C(C)(C)(C)OC(=O)N[C@H](C(=O)N[C@H](C(=O)OCC)CC(C)C)CCC1=NC=2C(=NC=C(C2)[N+](=O)[O-])N1C